C1(CC1)C=1C=C(OC2=C(C=C(C=C2)C2C=3C(NC(C2)=O)=NNC3)OC)C=CC1 4-[4-(3-cyclopropylphenoxy)-3-methoxyphenyl]-2h,4h,5h,6h,7h-pyrazolo[3,4-b]pyridin-6-one